bis(2,4-difluorophenylpyridyl)-tetrakis(1-pyrazolyl)iridium (III) borate B([O-])([O-])[O-].FC1=C(C=CC(=C1)F)C=1C(=NC=CC1)[Ir-3](N1N=CC=C1)(N1N=CC=C1)(N1N=CC=C1)(N1N=CC=C1)C1=NC=CC=C1C1=C(C=C(C=C1)F)F